[N+](=O)([O-])C=1C(N(C2=CC=CN=C2C1)CC#C)=O 3-nitro-1-(prop-2-yn-1-yl)-1,5-naphthyridin-2(1H)-one